C(CCCCCCCCCCC)[Si](OCCOC)(CCCCCCCCCCCC)CCCCCCCCCCCC tridodecyl-(2-methoxyethoxy)silane